[Si](C)(C)(C(C)(C)C)OC1(CC1)C1=CC=C(C=2N1N=CN2)B(O)O (5-(1-((tert-butyldimethylsilyl)oxy)cyclopropyl)-[1,2,4]triazolo[1,5-a]pyridin-8-yl)boronic acid